1,3-bisbromomethylisoquinoline BrCC1=NC(=CC2=CC=CC=C12)CBr